FC1=CC(=C2C=CN(C2=C1)CC(F)(F)F)NC1CCN(CC1)C 6-fluoro-4-[(1-methylpiperidin-4-yl)amino]-1-(2,2,2-trifluoroethyl)-1H-indol